4-{N-[(2-{[(tert-butoxy)carbonyl]amino}quinolin-7-yl)methyl]pyridine-3-amido}-1-(difluoromethyl)-1H-pyrazole-5-carboxylic acid C(C)(C)(C)OC(=O)NC1=NC2=CC(=CC=C2C=C1)CN(C(=O)C=1C=NC=CC1)C=1C=NN(C1C(=O)O)C(F)F